C(=O)(OCC1C2=CC=CC=C2C2=CC=CC=C12)N1[C@@H](CCC1)C(=O)Cl Fmoc-proline chloride